NC=1N(C=CN1)CCC[C@@H](C(N[C@H]1CN(CC1(C)C)C)=O)NC(OC(C)(C)C)=O tert-butyl ((S)-5-(2-amino-1H-imidazol-1-yl)-1-oxo-1-(((R)-1,4,4-trimethylpyrrolidin-3-yl)amino)pentan-2-yl)carbamate